N-(2-(diethylamino)ethyl)-3-((4-methoxyphenyl)sulfonyl)-4-(4-methyl-1,4-diazepan-1-yl)quinoline-6-carboxamide C(C)N(CCNC(=O)C=1C=C2C(=C(C=NC2=CC1)S(=O)(=O)C1=CC=C(C=C1)OC)N1CCN(CCC1)C)CC